C(#N)C1=C(OC2=CC(=NC=N2)OC2=C(C=CC=C2)\C(\C(=O)OC)=C/OC)C=CC=C1 methyl (E)-2-[[6-(2-cyanophenoxy)-4-pyrimidinyl]oxy]-α-(methoxymethylene)benzeneacetate